FC=1C=C(C=C(C1)F)C1N=C(C2CC12)OC 4-(3,5-difluorophenyl)-2-methoxy-3-azabicyclo[3.1.0]hex-2-ene